methyl 4-bromo-5-{[cis-3-hydroxycyclopentyl]oxy}-6-oxopyran-2-carboxylate BrC=1C=C(OC(C1O[C@@H]1C[C@@H](CC1)O)=O)C(=O)OC